aminocarbon N[C]